2-(4-bromophenyl)-1,1'-biphenyl BrC1=CC=C(C=C1)C1=C(C=CC=C1)C1=CC=CC=C1